ClC=1C=CC(=C(C1)C1=C(NC=2C1=NC=CC2)C2=C(C=NC=C2)OC[C@H]2N(CCC2)C(\C=C\CN(C)C)=O)F (2E)-1-{(2S)-2-[({4-[3-(5-chloro-2-fluorophenyl)-1H-pyrrolo[3,2-b]pyridin-2-yl]pyridin-3-yl}oxy)methyl]pyrrolidin-1-yl}-4-(dimethylamino)but-2-en-1-one